C(C)N1N=C(C(=C1)NC=O)OC1COC1 N-(1-ethyl-3-(oxetan-3-yloxy)-1H-pyrazol-4-yl)carboxamide